4-chloro-2-((S)-1-(2-fluorophenyl)-2-oxopiperidin-4-yl)-5-((((R)-tetrahydro-2H-pyran-3-yl)methyl)amino)pyridazin-3(2H)-one ClC=1C(N(N=CC1NC[C@@H]1COCCC1)[C@@H]1CC(N(CC1)C1=C(C=CC=C1)F)=O)=O